C1(CCCCC1)C(C(=O)O)C(=O)OC 2-Cyclohexyl-3-methoxy-3-oxopropionic acid